ClC1=C(C=CC(=C1)Cl)/C=C/C(=O)N[C@H](C(=O)NC(C=NO)C[C@H]1C(NCC1)=O)CC(C)(C)C (2S)-2-((E)-3-(2,4-dichlorophenyl)acrylamido)-N-(1-(hydroxyimino)-3-((S)-2-oxopyrrolidin-3-yl)propan-2-yl)-4,4-dimethylpentanamide